COC1=CC(=CC2=C1N(C(=N2)C2=CC=1C(=NC(=CC1)[C@@H](C)NCCCC=C)N2CCCC=C)C)C(=O)OC methyl 7-methoxy-1-methyl-2-[1-pent-4-enyl-6-[(1R)-1-(pent-4-enylamino)ethyl]pyrrolo[2,3-b]pyridin-2-yl]benzimidazole-5-carboxylate